P(=O)(OC1=C(C=C(C=C1)CO[Si](C)(C)C(C)(C)C)Br)(OCC)OCC [2-bromo-4-[[tert-butyl(dimethyl)silyl]oxymethyl]phenyl] diethyl phosphate